1-{1-[5-chloro-3-(6-fluoropyridin-3-yl)-2-methoxy-4-methylphenyl]ethyl}-3-methyl-1H-pyrazolo[3,4-d]pyrimidin-4-amine ClC=1C(=C(C(=C(C1)C(C)N1N=C(C=2C1=NC=NC2N)C)OC)C=2C=NC(=CC2)F)C